NC1=C([N+](=CC2=C(C(=CC=C12)F)C1=NC=NC=C1C(F)(F)F)[O-])C(NCCC)=O 4-amino-7-fluoro-3-(propylcarbamoyl)-8-(5-(trifluoromethyl)pyrimidin-4-yl)isoquinolin-2-oxide